2,6-dihydroxybenzoyl chloride OC1=C(C(=O)Cl)C(=CC=C1)O